butyl 7-(hydroxymethyl)-4-azaspiro[2.5]octane-4-carboxylate OCC1CCN(C2(CC2)C1)C(=O)OCCCC